3-(3,4-Difluorophenyl)-1-[4-(5-hydroxypyridin-2-yl)-piperazin-1-yl]-propan-1-one FC=1C=C(C=CC1F)CCC(=O)N1CCN(CC1)C1=NC=C(C=C1)O